N-[2-[4-(hydroxymethyl)cyclohexyl]indazol-5-yl]-6-methyl-pyridine-2-carboxamide OCC1CCC(CC1)N1N=C2C=CC(=CC2=C1)NC(=O)C1=NC(=CC=C1)C